OC=1C=C(C=CC1OC)/C=C/C(=O)C1=CC=C(C=C1)OCC(N1CCCC1)=O (E)-3-(3-Hydroxy-4-methoxyphenyl)-1-[4-(2-oxo-2-pyrrolidin-1-ylethoxy)phenyl]prop-2-en-1-one